COC1=C(C(=CC(=C1)OC)OC)[Se] 2,4,6-trimethoxyphenyl-selenium